CC1=C(C=CC=C1C)N1CCN(C2(CC2)C1)C(CN1N=C(C2=C1CCC2)C(=O)N2CCC(CC2)O)=O 1-(7-(2,3-dimethylphenyl)-4,7-diazaspiro[2.5]octan-4-yl)-2-(3-(4-hydroxypiperidine-1-carbonyl)-5,6-dihydrocyclopenta[c]pyrazol-1(4H)-yl)ethanone